(S)-N-(5-chloro-2-ethoxybenzyl)-1-(pyrrolidin-3-yl)methanamine ClC=1C=CC(=C(CNC[C@@H]2CNCC2)C1)OCC